ClC=1N=C(C2=C(N1)C(=C(N=C2)C2=CC(=CC1=CC=C(C(=C21)CC)F)OCOC)F)N2CCN(C[C@]1([C@H]2CCC1)C)C chloro-4-((5aS,8aR)-4,5a-dimethyloctahydrocyclopenta[e][1,4]diazepin-1(2H)-yl)-7-(8-ethyl-7-fluoro-3-(methoxymethoxy)naphthalen-1-yl)-8-fluoropyrido[4,3-d]pyrimidine